2-((tert-butoxycarbonyl)amino)-6-(2-(5,6,7,8-tetrahydro-1,8-naphthyridin-2-yl)ethoxy)hexanoic acid C(C)(C)(C)OC(=O)NC(C(=O)O)CCCCOCCC1=NC=2NCCCC2C=C1